(3S,4R)-4-methoxy-3-(tritylamino)piperidine-1-carboxylic acid benzyl ester C(C1=CC=CC=C1)OC(=O)N1C[C@@H]([C@@H](CC1)OC)NC(C1=CC=CC=C1)(C1=CC=CC=C1)C1=CC=CC=C1